NC1=C(C=C(C=C1)C=1SC(=CC1)Cl)NC(C1=CC=C(C=C1)S(=O)(=N)C)=O N-[2-amino-5-(5-chloro-2-thienyl)phenyl]-4-(methylsulfonimidoyl)benzamide